Methyl (Z)-3-((3-butyl-3-ethyl-7-fluoro-1,1-dioxido-5-phenyl-2,3,4,5-tetrahydro-1,5-benzothiazepin-8-yl)oxy)-2-fluoroacrylate C(CCC)C1(CS(C2=C(N(C1)C1=CC=CC=C1)C=C(C(=C2)O\C=C(\C(=O)OC)/F)F)(=O)=O)CC